[(1R)-1-[[[2-[2-[tert-butyl(dimethyl)silyl]oxyethyl]-5-ethoxy-4-iodo-pyrazol-3-yl]methyl-methyl-amino]methyl]propyl] methanesulfonate CS(=O)(=O)O[C@H](CC)CN(C)CC=1N(N=C(C1I)OCC)CCO[Si](C)(C)C(C)(C)C